C(N)(=O)C=1C=CC(=C2C=C(NC12)C1=CCN(CC1)C(=O)OC(C)(C)C)C1=C(C(=CC=C1)N1C=NC2=CC=CC=C2C1=O)C tert-Butyl 4-(7-carbamoyl-4-(2-methyl-3-(4-oxoquinazolin-3(4H)-yl)phenyl)-1H-indol-2-yl)-5,6-dihydropyridine-1(2H)-carboxylate